tert-Butyl 3-(4-(4-hydroxypiperidin-1-yl)-7-(thiazol-2-yl)benzo[d]oxazol-2-yl)-3,6-diazabicyclo[3.1.1]heptane-6-carboxylate OC1CCN(CC1)C1=CC=C(C2=C1N=C(O2)N2CC1N(C(C2)C1)C(=O)OC(C)(C)C)C=1SC=CN1